3-chloro-4-methoxy-benzoic acid methyl ester COC(C1=CC(=C(C=C1)OC)Cl)=O